COC(C(C1CC1)C1=CC(=CC=C1)Br)=O 2-(3-bromophenyl)-2-cyclopropylacetic acid methyl ester